FC1=C(C=C2C=C(N=CC2=C1)NC(=O)[C@H]1[C@@H](C1)C1=NC=CC=C1)C1CCN(CC1)[C@]1(COC[C@H]1O)C (1R,2R)-N-(7-fluoro-6-(1-((3S,4S)-4-hydroxy-3-methyltetrahydrofuran-3-yl)piperidin-4-yl)isoquinolin-3-yl)-2-(pyridin-2-yl)cyclopropane-1-carboxamide